ClC1=CN=C2N1C=CC(=C2)S(=O)(=O)NC(C(F)(F)F)C2=CC=C(C=C2)F 3-chloro-N-(2,2,2-trifluoro-1-(4-fluorophenyl)ethyl)imidazo[1,2-a]pyridine-7-sulfonamide